FC(C1=NC2=CC(=CC(=C2C=C1)C1(CC1)NC(C1=C(C=CC(=C1)OC[C@H](C)NC)C)=O)C=1SC=CN1)F (S)-N-(1-(2-(Difluoromethyl)-7-(thiazol-2-yl)quinolin-5-yl)cyclopropyl)-2-methyl-5-(2-(methylamino)propoxy)benzamide